COC=1C=C(OCC(C)O)C=CC1 3-(3-methoxyphenoxy)propan-2-ol